[Cl-].C(CCCCCCCCCCCCCCCCCCCC)[N+](CC1=CC=CC=C1)(C)C heneicosyl-dimethyl-benzyl-ammonium chloride